C1=C2C=CC3=CC4=CC(=CC=C4C=C13)C(=O)OC2=O anthracene-2,6-dicarboxylic anhydride